C(#C)C1=C2C(=CC(=CC2=CC=C1F)O)C1=C(C=2N=C(N=C(C2C=N1)N1CCC=C(C1)F)OC[C@]12CCCN2C[C@@H]2[C@H]1C2)F 5-ethynyl-6-fluoro-4-(8-fluoro-4-(5-fluoro-3,6-dihydropyridin-1(2H)-yl)-2-(((1aS,6aS,6bR)-hexahydrocyclopropa[a]pyrrolizin-6a(4H)-yl)methoxy)pyrido[4,3-d]pyrimidin-7-yl)naphthalen-2-ol